5-amino-6-(7-fluoro-5-methyl-1H-indazol-4-yl)-2-(1-methyl-3-((tetrahydro-2H-pyran-4-yl)amino)-1H-pyrazole-4-yl)pyrimidine-4-carboxamide NC=1C(=NC(=NC1C1=C2C=NNC2=C(C=C1C)F)C=1C(=NN(C1)C)NC1CCOCC1)C(=O)N